C(N)(=O)CN[C@@H](CC(N)=O)C(=O)O carbamoylmethyl-(asparagine)